FC=1C(=CC(=C(C1)C1=CC=C(N=N1)N1CC(CC1)N(C(OC(C)(C)C)=O)C1(CC1)C)OCOC)C1=CN=NC(=C1)OC tert-butyl N-(1-{6-[5-fluoro-2-(methoxymethoxy)-4-(6-methoxypyridazin-4-yl)phenyl]pyridazin-3-yl}pyrrolidin-3-yl)-N-(1-methylcyclopropyl)carbamate